(3-(4-methylpiperazin-1-yl)-1,2,4-thiadiazol-5-yl)carbamic acid tert-butyl ester C(C)(C)(C)OC(NC1=NC(=NS1)N1CCN(CC1)C)=O